N-(2-chloro-3'-(4-(cyanomethoxy)-5-(2-hydroxypropan-2-yl)methylpyridinoylamino)-2'-methyl-[1,1'-biphenyl]-3-yl)-1,5-dimethyl-4,5,6,7-tetrahydro-1H-imidazo[4,5-c]pyridine-2-carboxamide ClC1=C(C=CC=C1NC(=O)C=1N(C2=C(CN(CC2)C)N1)C)C1=C(C(=CC=C1)N(C(=O)C1=NC=C(C(=C1)OCC#N)C(C)(C)O)C)C